CN1C(=NN=C1)C(C1CC(C1)C#N)C1=CC(=CC=C1)N1C(C2=CC(=CC(=C2C1)C(F)(F)F)CNC1(CCC1)C)=O 3-((4-methyl-4H-1,2,4-triazol-3-yl)(3-(6-(((1-methylcyclobutyl)-amino)methyl)-1-oxo-4-(trifluoromethyl)isoindolin-2-yl)phenyl)methyl)cyclobutane-1-carbonitrile